C(N)(=O)NC(\C=C/C(=O)NC1CCNCC1)=O (Z)-N'-carbamoyl-N-(4-piperidinyl)but-2-enediamide